NC1=C(C(=NC=C1C(=O)[O-])OC1=CC=C(C=C1)N1CCOCC1)C1=C(C(=CC=C1C)OC)C 4-amino-5-(3-methoxy-2,6-dimethylphenyl)-6-(4-morpholinophenoxy)-nicotinate